3-(((6-(4-hydroxyphenyl)-1-(tetrahydro-2H-pyran-2-yl)-1H-indazol-4-yl)(methyl)amino)methyl)azetidine-1-carboxylic acid tert-butyl ester C(C)(C)(C)OC(=O)N1CC(C1)CN(C)C1=C2C=NN(C2=CC(=C1)C1=CC=C(C=C1)O)C1OCCCC1